diethyl ether acrylate ethyl-2-(dimethylamino)acrylate C(C)OC(C(=C)N(C)C)=O.C(C=C)(=O)O.C(C)OCC